CC1(CCN(CC1)C1=CC=C(C=C1)N1C=NC2=C1C=C(C(=C2)F)O)C 1-(4-(4,4-Dimethylpiperidin-1-yl)phenyl)-5-fluoro-1H-benzo[d]imidazol-6-ol